bis(2,3,4,5,6-pentafluorophenyl)(3,5-bis(trifluoromethyl)phenyl)borane Benzyl-(4-(1-cyclobutyl-4-(4-fluorophenyl)-1H-imidazol-5-yl)pyrimidin-2-yl)carbamate C(C1=CC=CC=C1)N(C(O)=O)C1=NC=CC(=N1)C1=C(N=CN1C1CCC1)C1=CC=C(C=C1)F.FC1=C(C(=C(C(=C1F)F)F)F)B(C1=CC(=CC(=C1)C(F)(F)F)C(F)(F)F)C1=C(C(=C(C(=C1F)F)F)F)F